N-Benzyl-1,2-propandiamin C(C1=CC=CC=C1)NCC(C)N